Benzylideneaminoguanidine C1=CC=C(C=C1)C=NN=C(N)N